C[C@H]1CN(CC2=CC=C(C=C12)N1C(N2[C@H](CNCC2)C1)=O)C1=C2C(=NC=C1)N(N=C2)C (8aR)-2-[(4R)-4-methyl-2-(1-methylpyrazolo[3,4-b]pyridin-4-yl)-3,4-dihydro-1H-isoquinolin-6-yl]-1,5,6,7,8,8a-hexahydroimidazo[1,5-a]pyrazin-3-one